N1N=CC(=C1)C1=CC=C(C=C1)NC=1N=C(N=NC1Cl)N1CC2=C(CC1)C=C(N2C)C(=O)N2CC(C2)(F)F (6-(5-((4-(1H-pyrazol-4-yl)phenyl)amino)-6-chloro-1,2,4-triazin-3-yl)-1-methyl-4,5,6,7-tetrahydro-1H-pyrrolo(2,3-c)pyridin-2-yl)(3,3-difluoroazetidin-1-yl)methanone